C1(=CC=CC=C1)C(CC1=C(C=CC=C1)[B-](C1=CC=CC=C1)(C1=CC=CC=C1)C1=CC=CC=C1)(C1=CC=CC=C1)C1=CC=CC=C1 triphenylethyl-tetraphenylborate